2-([1,1'-biphenyl]-4-yl)-4-(2-chlorophenyl)-6-phenylpyrimidine C1(=CC=C(C=C1)C1=NC(=CC(=N1)C1=C(C=CC=C1)Cl)C1=CC=CC=C1)C1=CC=CC=C1